6-((4-((S)-3-aminopiperidin-1-yl)-5-(1-(tetrahydro-2H-pyran-4-yl)-1H-pyrazol-4-yl)pyridin-2-yl)amino)-2-(2-fluoro-6-methoxyphenyl)nicotinamide hydrochloride Cl.N[C@@H]1CN(CCC1)C1=CC(=NC=C1C=1C=NN(C1)C1CCOCC1)NC1=NC(=C(C(=O)N)C=C1)C1=C(C=CC=C1OC)F